4-methyl-5-(pyrazin-2-yl)isobenzofuran-1(3H)-one CC1=C2COC(C2=CC=C1C1=NC=CN=C1)=O